Cl.NC1=CSC=2C=NN(C(C21)=O)CC(F)(F)F 3-Amino-5-(2,2,2-trifluoroethyl)thieno[2,3-d]pyridazin-4(5H)-one hydrochloride